BrC1=CC2=C(N(C(=N2)C)CC)C=C1 5-bromo-1-ethyl-2-methyl-1,3-benzodiazole